5-AMINO-2-(TRIFLUOROMETHOXY)BENZALDEHYDE NC=1C=CC(=C(C=O)C1)OC(F)(F)F